(5-(2,6-difluoro-4-((isopropylamino)methyl)phenyl)-1H-pyrazolo[3,4-c]pyridin-3-yl)-4-fluoro-3-(4-methylpiperazin-1-yl)benzamide FC1=C(C(=CC(=C1)CNC(C)C)F)C=1C=C2C(=CN1)NN=C2C2=C(C(=O)N)C=CC(=C2N2CCN(CC2)C)F